C(C)C1=CC=C(C=C1)S(=O)(=O)C=1C=NC2=CC=C(C=C2C1C1N(CCC(C1)O)C1CCNCC1)OC(F)(F)F 3-((4-ethylphenyl)sulfonyl)-6-(trifluoromethoxy)quinolin-4-yl-[1,4'-bipiperidin]-4-ol